(S)-Ethyl 3-(azetidin-3-ylamino)-3-(6-methoxypyridin-3-yl)propanoate N1CC(C1)N[C@@H](CC(=O)OCC)C=1C=NC(=CC1)OC